COC1=CC=CC2=C1N=NN(C2=O)CC(=O)N[C@@H](C)C2=CC=C(C=C2)OC (S)-2-(8-methoxy-4-oxo-benzo[d][1,2,3]triazin-3(4H)-yl)-N-(1-(4-methoxyphenyl)ethyl)acetamide